BrC=1C(=NC(=NC1)NC1=C(C=C(C(=C1)C)N1CCC(CC1)N1CCN(CC1)C)OC)NC=1C(=CC2=C(OCO2)C1)NS(=O)(=O)C N-(6-((5-bromo-2-((2-methoxy-5-methyl-4-(4-(4-methylpiperazin-1-yl)piperidine-1-yl)phenyl)amino)pyrimidin-4-yl)amino)benzo[d][1,3]dioxol-5-yl)methanesulfonamide